CC1([C@@H]([C@H](CCC1)C)C(=O)O)C (1R,6S)-2,2,6-Trimethyl-cyclohexanecarboxylic acid